(R)-3-[2-(2-chloro-4-isopropoxybenzoyl)-1,2,3,4-tetrahydroisoquinolin-5-yl]-3-(7-methoxy-1-methyl-1H-benzo[d][1,2,3]triazol-5-yl)propionic acid ethyl ester C(C)OC(C[C@H](C1=CC2=C(N(N=N2)C)C(=C1)OC)C1=C2CCN(CC2=CC=C1)C(C1=C(C=C(C=C1)OC(C)C)Cl)=O)=O